2-[[1-benzylpyrrolidine-2-carbonyl]amino]-4-[cyclopropyl-[4-(5,6,7,8-tetrahydro-1,8-naphthyridin-2-yl)butyl]amino]butanoic acid C(C1=CC=CC=C1)N1C(CCC1)C(=O)NC(C(=O)O)CCN(CCCCC1=NC=2NCCCC2C=C1)C1CC1